4-((R)-3-hydroxypiperidine-1-carbonyl)-N-(3-((S)-1-((4-methyl-4H-1,2,4-triazol-3-yl)thio)ethyl)phenyl)picolinamide O[C@H]1CN(CCC1)C(=O)C1=CC(=NC=C1)C(=O)NC1=CC(=CC=C1)[C@H](C)SC1=NN=CN1C